tert-butyl 3-(2-cyclopentylthio-5-oxo-8,8-di(2,5,8,11-tetraoxatridecan-13-yl)-7,8-dihydropyrido[4,3-d]pyrimidin-6(5H)-yl)propanoate C1(CCCC1)SC=1N=CC2=C(N1)C(CN(C2=O)CCC(=O)OC(C)(C)C)(CCOCCOCCOCCOC)CCOCCOCCOCCOC